7-bromo-1,2-dihydroxy-3-nitroanthracene-9,10-dione BrC1=CC=C2C(C=3C=C(C(=C(C3C(C2=C1)=O)O)O)[N+](=O)[O-])=O